(3R,4R)-N-(7-chloro-6-(4-(4-hydroxy-3-methyltetrahydrofuran-3-yl)piperazin-1-yl)isoquinolin-3-yl)cyclopropanecarboxamide ClC1=C(C=C2C=C(N=CC2=C1)NC(=O)C1CC1)N1CCN(CC1)[C@@]1(COC[C@@H]1O)C